CC1=NC(=CC2=CC=CC=C12)C=1C=C2CN(C(C2=CC1)=O)C1C(NC(CC1)=O)=O 3-(5-(1-methylisoquinolin-3-yl)-1-oxoisoindolin-2-yl)piperidine-2,6-dione